C12C(CC(CC1)C2)NC(CCS(=O)(=O)O)C 3-(2-norbornanyl)aminobutane-1-sulfonic acid